(6,6-Dimethyl-9-methylidene-3-pentyl-7,8,10,10a-tetrahydro-6aH-benzo[c]chromen-1-yl)oxy-trimethylsilane CC1(OC2=CC(=CC(=C2C2C1CCC(C2)=C)O[Si](C)(C)C)CCCCC)C